COC(=O)C1(NCC(C1)(F)F)CCCO.N1(C=NC=C1)C=1C=C(C(=O)NC2CCC(CC2)OCCOC)C=C(N1)C=1C=NN(C1)C(C)C 2-(1H-imidazol-1-yl)-6-(1-isopropyl-1H-pyrazol-4-yl)-N-((1r,4r)-4-(2-methoxyethoxy)cyclohexyl)isonicotinamide methyl-4,4-difluoro-2-(3-hydroxypropyl)pyrrolidine-2-carboxylate